NC=1C=2N(C(=CN1)Cl)C(=NC2C2=C(C=C(C=C2)NC(C(O)C2=CC(=CC=C2)F)=O)C)C N-(4-(8-amino-5-chloro-3-methylimidazo[1,5-a]pyrazin-1-yl)-3-methylphenyl)-2-(3-fluorophenyl)-2-hydroxyacetamide